O=C1CCCN1 5-Oxopyrrolidine